CN1C=CC2=CC=C(C=C12)C=1NC2=C(C(=NC=C2)C2=CC(=C(C(=C2)OC)OC)OC)N1 2-(1-methyl-indol-6-yl)-4-(3,4,5-trimethoxyphenyl)-1H-imidazo[4,5-c]pyridine